NC=1C=C(C=C(C1)C(F)(F)F)[C@@H](C)NC(=O)C1=CN(C(C=C1)=O)C1=CC(=CC=C1)N1C(N(CC1)C)=O N-[(1R)-1-[3-amino-5-(trifluoromethyl)phenyl]ethyl]-1-[3-(3-methyl-2-oxoimidazolin-1-yl)phenyl]-6-oxopyridine-3-carboxamide